ClC=1C=C(C=C(C1OC1=NNC(C2=CC=CC=C12)=O)Cl)NC(CC=1OC(NN1)=O)=O N-(3,5-dichloro-4-((4-oxo-3,4-dihydro-phthalazin-1-yl)oxy)phenyl)-2-(5-oxo-4,5-dihydro-1,3,4-oxadiazol-2-yl)acetamide